C(C)(C)(C)OC(=O)N1CCC(CC1)C1=NOC(=C1)CC(=O)OC.BrC1=CC=C(C=C1)NC(C1=CC=C(C=C1)/C=N/NCC1=CC=NC=C1)=O (E)-N-(4-bromophenyl)-4-((2-isonicotinyl-hydrazono)methyl)benzamide tert-butyl-4-[5-(2-methoxy-2-oxoethyl)-1,2-oxazol-3-yl]piperidine-1-carboxylate